ClC1=NC=C(C(=N1)C1=CN(C2=NC=CC=C21)S(=O)(=O)C2=CC=CC=C2)C(F)(F)F 3-(2-chloro-5-(trifluoromethyl)pyrimidin-4-yl)-1-(benzenesulfonyl)-1H-pyrrolo[2,3-b]pyridine